tert-butyl (2S,3aS,6aR)-2-{[(1S)-1-cyano-2-{5-[3-(2H3)methyl-2-oxo-1,3-benzoxazol-5-yl]thiophen-2-yl}ethyl]carbamoyl}-hexahydrofuro[3,4-b]pyrrole-1-carboxylate C(#N)[C@H](CC=1SC(=CC1)C=1C=CC2=C(N(C(O2)=O)C([2H])([2H])[2H])C1)NC(=O)[C@@H]1C[C@H]2[C@@H](N1C(=O)OC(C)(C)C)COC2